N6-benzoyl-deoxyadenosine C(C1=CC=CC=C1)(=O)NC=1C=2N=CN([C@H]3C[C@H](O)[C@@H](CO)O3)C2N=CN1